N1=C(C=CC=C1)C1=C(C(=NN=N1)C=1C(=C(C=CC1)C1=CC=CC=C1)C1=CC=CC=2C3=CC=CC=C3C3=CC=CC=C3C12)C1=NC=CC=C1 (di(pyridinyl)triazinyl)(triphenyleneyl)biphenyl